C([O-])([O-])=O.[Na+].ClC1=C(C=C(OCC(=O)NC23CC(C2)(C3)NC(=O)C=3C=NC=CC3)C=C1)F.[Na+] N-{3-[2-(4-chloro-3-fluorophenoxy)acetamido]bicyclo[1.1.1]pentan-1-yl}pyridine-3-carboxamide Sodium Carbonate